(3S)-N-[3-[2-methoxy-6-(morpholin-4-yl)-[2,4-bipyridin]-4-yl]-4-methylphenyl]-3-(2,2,2-trifluoroethyl)pyrrolidine-1-carboxamide COC1(NC(=CC(=C1)C=1C=C(C=CC1C)NC(=O)N1C[C@@H](CC1)CC(F)(F)F)N1CCOCC1)C1=CC=NC=C1